[U+6].NC1=NC=C(C2=C1C(=C(N2C([2H])([2H])[2H])C2=CC=C(C=C2)NC(C=C)=O)Br)C#N N-(4-(4-amino-3-bromo-7-cyano-1-(methyl-d3)-1H-pyrrolo[3,2-c]pyridin-2-yl)phenyl)acrylamide URANIUM(VI)